3-[[2-[4-[4-ethoxy-6-[(4-methoxyphenyl)methoxy]-3-pyridyl]-2-fluoro-phenyl]acetyl]amino]-N-[2-[(3S)-3-fluoropyrrolidin-1-yl]ethyl]-5-(trifluoromethyl)benzamide C(C)OC1=C(C=NC(=C1)OCC1=CC=C(C=C1)OC)C1=CC(=C(C=C1)CC(=O)NC=1C=C(C(=O)NCCN2C[C@H](CC2)F)C=C(C1)C(F)(F)F)F